ClC=1C(=C(C(=O)O)C(=CC1)NC(=O)OCC)OCC 3-chloro-2-ethoxy-6-((ethoxycarbonyl)amino)-benzoic acid